3-Amino-4,4-difluorocyclopent-1-enecarboxylic Acid NC1C=C(CC1(F)F)C(=O)O